C(C)C1=C(C=CC=C1)N1N=C2C(=N1)C=CC=C2 2-(2-ethylphenyl)-benzotriazole